CC1C2(CC1C2)C2=NC=C1C=NC(=NN12)SC 7-{2-methylbicyclo[1.1.1]pentan-1-yl}-2-(methylsulfanyl)imidazo[4,3-f][1,2,4]triazine